racemic-trans-(±)-1,2-cyclohexanediamine [C@@H]1([C@@H](CCCC1)N)N |r|